COC=1C=C(C=CC1OC)C12CCN(C2CC2(OCCO2)CC1)C 3a-(3,4-dimethoxyphenyl)-1-methyl-octahydrospiro[indole-6,2'-[1,3]dioxolane]